7-Bromo-1-ethyl-1H-indazole BrC=1C=CC=C2C=NN(C12)CC